C(C)(C)(C)N1CC=C(C=C1)NC(N[C@@H](C)C1=CC=CC=C1)=O N-tert.-Butyl-4-[[(1S)-1-phenylethyl]carbamoylamino]pyridin